COC1=CC(=C(C=C1)C1(NN(C2=NC(=NC=C21)NC2=CC=C1CCNCC1=C2)C)N)C 3-(4-methoxy-2-methylphenyl)-1-methyl-N6-(1,2,3,4-tetrahydroisoquinolin-7-yl)-1H-pyrazolo[3,4-d]Pyrimidine-3,6-diamine